CCCCCCCCCCCCCCCC(=O)O[C@H](COC(=O)CCC/C=C\C/C=C\C/C=C\CCCCCCCC)COP(=O)([O-])OCC[N+](C)(C)C 1-(5Z,8Z,11Z-eicosatrienoyl)-2-hexadecanoyl-sn-glycero-3-phosphocholine